6-((2-(trimethylsilyl)ethoxy)methyl)-2,3,4,6-tetrahydropyrido[2,3-d]pyridazine C[Si](CCOCN1N=CC=2C(=C1)CCCN2)(C)C